O[C@@H]1[C@@H](CO[C@@H]([C@@H]1O)CO)NS(=O)C N-((3R,4R,5R,6R)-4,5-dihydroxy-6-(hydroxymethyl)tetrahydro-2H-pyran-3-yl)methanesulfinamide